COC(=O)N1[C@H](CCC2=C3C(=CC=C12)N(C(=N3)CCC3=CC=CC=C3)C3CCCCC3)C (1R,3R)-3-[(7S)-6-(Methoxycarbonyl)-7-methyl-2-(2-phenylethyl)-3H,6H,7H,8H,9H-imidazo[4,5-f]chinolin-3-yl]cyclohexan